C[C@H]1N([C@@H](C2=CC=C3C(=C2C1)OC(N3)=O)C3=NC=C(C=C3)OCCN3CCNCC3)CC(F)(F)F (6S,8R)-8-methyl-6-(5-(2-(piperazin-1-yl)ethoxy)pyridin-2-yl)-7-(2,2,2-Trifluoroethyl)-6,7,8,9-tetrahydrooxazolo[5,4-f]isoquinolin-2(3H)-one